1,5-dihydro-4H-pyrazolo[3,4-d]pyrimidin-4-one monosodium salt [Na].N1N=CC2=C1N=CNC2=O